FC(C(=O)O)(F)F.FC1(CCOC12CCC(CC2)N)F 4,4-difluoro-1-oxaspiro[4.5]decan-8-amine 2,2,2-trifluoroacetate